2,3-bis(4-bromophenyl)oxirane BrC1=CC=C(C=C1)C1OC1C1=CC=C(C=C1)Br